(R)-5-cyclopropyl-3-(3-(3-fluoro-4-methylphenyl)-3-(1,2,4-thiadiazol-5-yl)pyrrolidine-1-carboxamido)-N-methylpicolinamide C1(CC1)C=1C=C(C(=NC1)C(=O)NC)NC(=O)N1C[C@](CC1)(C1=NC=NS1)C1=CC(=C(C=C1)C)F